5-((5-isopropyl-2-(iso-propyl-amino)pyridin-4-yl)oxy)pyrimidine-2,4-diamine C(C)(C)C=1C(=CC(=NC1)NC(C)C)OC=1C(=NC(=NC1)N)N